CC=1C=C2C(=CNC2=CC1C(=O)O)CC[N+](=O)[O-] 5-Methyl-3-(2-nitroethyl)-1H-indole-6-carboxylic acid